(R)-4-((1-(3-(difluoromethyl)-2-fluorophenyl)ethyl)amino)-2,7-dimethyl-6-(tetrahydro-2H-pyran-4-yl)pyrido[3,4-d]pyrimidin-8(7H)-one FC(C=1C(=C(C=CC1)[C@@H](C)NC=1C2=C(N=C(N1)C)C(N(C(=C2)C2CCOCC2)C)=O)F)F